N-(2-((2-(dimethylamino)ethyl)(methyl)amino)-4-methoxy-5-((6-(3-methoxyphenyl)-8-methyl-7-oxo-5,6,7,8-tetrahydropyrimido[4,5-d]pyrimidin-2-yl)amino)phenyl)acrylamide CN(CCN(C1=C(C=C(C(=C1)OC)NC=1N=CC2=C(N(C(N(C2)C2=CC(=CC=C2)OC)=O)C)N1)NC(C=C)=O)C)C